FC(C=1C=NN(C1C1=CC2(C1)CCN(CC2)C2=CC=C1C=CN(C1=C2)C)C2=C(C=CC=C2)C(F)(F)F)F 6-(2-(4-(Difluoromethyl)-1-(2-(trifluoromethyl)phenyl)-1H-pyrazol-5-yl)-7-azaspiro[3.5]non-1-en-7-yl)-1-methyl-1H-indol